2-(5-methylhexanoyl)-5-[2-(5-methylhexanoyl)-1,3-dioxo-2,3-dihydro-1H-indene-5-carbonyl]-2,3-dihydro-1H-indene-1,3-dione CC(CCCC(=O)C1C(C2=CC=C(C=C2C1=O)C(=O)C=1C=C2C(C(C(C2=CC1)=O)C(CCCC(C)C)=O)=O)=O)C